O=C1C=C2C(=NN1)C1CCC(C2)N1 oxo-3,5,6,7,8,9-hexahydro-2H-6,9-epiminocyclohepta[c]pyridazine